O[C@H]1[C@@H]([C@@H]2[C@@H](OCC(CC2)CCCCC(=O)O)C1)\C=C\[C@H](COC1=CC=CC=C1)O 5-{(5aR,6R,7R,8aS)-7-hydroxy-6-[(1E,3R)-3-hydroxy-4-phenoxy-1-buten-1-yl]octahydro-2H-cyclopenta[b]oxepin-3-yl}pentanoic Acid